tert-butyl ((2-(3-(3-(hydroxymethyl)-1-(4-methyl-4H-1,2,4-triazol-3-yl)cyclobutyl)phenyl)-3-oxo-7-(trifluoromethyl)isoindolin-5-yl)methyl)(1-methylcyclobutyl)carbamate OCC1CC(C1)(C1=NN=CN1C)C=1C=C(C=CC1)N1CC2=C(C=C(C=C2C1=O)CN(C(OC(C)(C)C)=O)C1(CCC1)C)C(F)(F)F